1-[4-[4-(4-Aminobutanoyl)piperazin-1-yl]phenyl]hexahydropyrimidine-2,4-dione NCCCC(=O)N1CCN(CC1)C1=CC=C(C=C1)N1C(NC(CC1)=O)=O